(1r,4r)-4-(3-Chloroanilino)spiro[cyclohexane-1,1'-indene]-4-carboxylic acid ClC=1C=C(NC2(CCC3(C=CC4=CC=CC=C34)CC2)C(=O)O)C=CC1